4-[(4-aminophenyl)(naphthalene-1-yl)methyl]aniline NC1=CC=C(C=C1)C(C1=CC=C(N)C=C1)C1=CC=CC2=CC=CC=C12